N.CN1C=C(C=CC1=O)S(=O)(=O)O 1-methyl-6-oxo-1,6-dihydropyridine-3-sulfonic acid ammonia salt